tert-butyl (2-(7-((4-(2,6-dimethylmorpholino)-2-methylphenyl)amino)-3-oxo-2,3-dihydro-4H-benzo[b][1,4]oxazin-4-yl) ethyl)(methyl)carbamate CC1OC(CN(C1)C1=CC(=C(C=C1)NC=1C=CC2=C(OCC(N2CCN(C(OC(C)(C)C)=O)C)=O)C1)C)C